[N+](=O)([O-])C1=CC=C(C=C1)C1N(CCOC1C(F)(F)F)C(=O)O 4-nitrophenyl-2-(trifluoromethyl)morpholine-4-carboxylic acid